(4aS)-1-[(3-Fluorophenyl)methyl]-5,6,7,8-tetrahydro-4aH-pyrido[1,2-b]pyridazine FC=1C=C(C=CC1)CN1N2[C@H](C=CC1)CCCC2